tert-butyl N-{5-azaspiro[2.4]heptan-7-yl}carbamate hydrochloride Cl.C1CC12CNCC2NC(OC(C)(C)C)=O